8-acetyl-6-methyl-2-(morpholin-4-yl)-3,4-dihydroquinazolin-4-one C(C)(=O)C=1C=C(C=C2C(NC(=NC12)N1CCOCC1)=O)C